5-fluoro-2-[(3R,4R,5S)-4-fluoro-3-(2-hydroxyethyl)-5-methyl-1-piperidinyl]-6-[[3-(3-hydroxybutyl)-1-methyl-2-oxo-benzimidazol-5-yl]amino]pyridine-3-carbonitrile FC=1C=C(C(=NC1NC1=CC2=C(N(C(N2CCC(C)O)=O)C)C=C1)N1C[C@H]([C@@H]([C@H](C1)C)F)CCO)C#N